FC=1C=2N(C=C(C1)C=1N=C3N(C(N1)=O)C=C(C=C3)N3CCNCC3)C=C(N2)C 2-{8-fluoro-2-methylimidazo[1,2-a]pyridin-6-yl}-7-(piperazin-1-yl)-4H-pyrido[1,2-a][1,3,5]triazin-4-one